tert-Butyl (2R,5R)-2-ethynyl-5-methylpyrrolidine-1-carboxylate C(#C)[C@@H]1N([C@@H](CC1)C)C(=O)OC(C)(C)C